tert-butyl 4-[[4-[3-(2,6-dioxo-3-piperidyl)-1-methyl-indazol-6-yl]-4-fluoro-1-piperidyl]methyl]piperidine-1-carboxylate O=C1NC(CCC1C1=NN(C2=CC(=CC=C12)C1(CCN(CC1)CC1CCN(CC1)C(=O)OC(C)(C)C)F)C)=O